(S)-2-(2-(2-chlorophenyl)acetamido)-4-((2-phenoxyethyl)(4-(5,6,7,8-tetrahydro-1,8-naphthyridin-2-yl)butyl)amino)butanoic acid ClC1=C(C=CC=C1)CC(=O)N[C@H](C(=O)O)CCN(CCCCC1=NC=2NCCCC2C=C1)CCOC1=CC=CC=C1